hydrogen sulfate (hydrogen sulfate) S(=O)(=O)(O)O.S(=O)(=O)(O)O